(S,E)-1-(1-cyano-2-cyclopropylvinyl)-5-(2,2-dimethyltetrahydro-2H-pyran-4-yl)-N-methyl-N-phenyl-1H-indole-2-carboxamide C(#N)/C(=C\C1CC1)/N1C(=CC2=CC(=CC=C12)[C@@H]1CC(OCC1)(C)C)C(=O)N(C1=CC=CC=C1)C